4-(hydroxy-(methyl)phosphinyl)-2-hydroxybutyric acid OP(=O)(CCC(C(=O)O)O)C